acryloyloxy-2-hydroxyethyl phosphate P(=O)(OCC(O)OC(C=C)=O)([O-])[O-]